ClC=1C=NC(=C2C(C=C(N(C12)C1=C(C=CC=C1Cl)Cl)C)=O)C(CO)=O 8-chloro-1-(2,6-dichlorophenyl)-5-(2-hydroxyacetyl)-2-methyl-1,6-naphthyridin-4(1H)-one